FC=1C=C(C(=C(NC2=CC(=C(C=C2)F)C)C1)C#CC1CCOCC1)OC 5-fluoro-N-(4-fluoro-3-methyl-phenyl)-3-methoxy-2-(2-tetrahydro-pyran-4-ylethynyl)aniline